3-(3-(((1-(6-((5-fluoro-4-(4-fluoro-1-isopropyl-2-methyl-1H-benzo[d]imidazol-6-yl)pyrimidin-2-yl)amino)pyridin-3-yl)piperidin-4-yl)(methyl)amino)methyl)phenyl)piperidine-2,6-dione FC=1C(=NC(=NC1)NC1=CC=C(C=N1)N1CCC(CC1)N(C)CC=1C=C(C=CC1)C1C(NC(CC1)=O)=O)C=1C=C(C2=C(N(C(=N2)C)C(C)C)C1)F